N1=CC=C2N1CCN(C2)C2=CC=C1C(=NN=C(C1=C2)N[C@H](C)C2=C(C(=CC=C2)C(F)(F)F)C)C (R)-7-(6,7-dihydropyrazolo[1,5-a]pyrazin-5(4H)-yl)-4-methyl-N-(1-(2-methyl-3-(trifluoromethyl)phenyl)ethyl)phthalazin-1-amine